6-(2-Methyl-3-oxoisoindolin-5-yl)-5-(2-(3,3,3-trifluoro-2,2-dimethylpropyl)oxazol-5-yl)picolinonitril CN1CC2=CC=C(C=C2C1=O)C1=C(C=CC(=N1)C#N)C1=CN=C(O1)CC(C(F)(F)F)(C)C